(S)-N-((R or S)-(3-chloro-2,4-difluorophenyl)((trans)-3-(trifluoromethyl)cyclobutyl)methyl)-2-oxooxazolidine-5-carboxamide ClC=1C(=C(C=CC1F)[C@H](NC(=O)[C@@H]1CNC(O1)=O)[C@@H]1C[C@H](C1)C(F)(F)F)F |o1:8|